C(C)(C)(C)C1=CC=C(C=N1)O 6-(tert-butyl)pyridin-3-ol